BrC=1C=C(C=CC1)C1(CC(C1)C)C(=O)NN 1-(3-bromophenyl)-3-methylcyclobutane-1-carboxylic acid hydrazide